p-aminostyrol NC1=CC=C(C=C)C=C1